FC(OC1=CC2=C([C@H](CO2)NC)C=C1F)F (3R)-6-(difluoromethoxy)-5-fluoro-N-methyl-2,3-dihydrobenzofuran-3-amine